OB1OC(C2=C1C=CC=C2)(C(=O)OC)C2=CC=CC=C2 methyl 1-hydroxy-3-phenyl-1,3-dihydrobenzo[c][1,2]oxaborole-3-carboxylate